taurine (2-aminoethanesulfonate) NCCS(=O)(=O)O.NCCS(=O)(=O)O